C(C)OC1=C(C(=NN=N1)OCC)OCC triethoxytriazine